2-((1-(methylsulfonyl)piperidin-4-yl)amino)-8-(spiro[2.4]heptan-4-yl)pyrido[2,3-d]pyrimidin-7(8H)-one CS(=O)(=O)N1CCC(CC1)NC=1N=CC2=C(N1)N(C(C=C2)=O)C2C1(CC1)CCC2